decyl-(4-difluoromethoxyphenyl)silane C(CCCCCCCCC)[SiH2]C1=CC=C(C=C1)OC(F)F